C1(CCCC1)C(C(=O)O)N(C)C(=O)OCC1C2=CC=CC=C2C=2C=CC=CC12 2-cyclopentyl-2-[9H-fluoren-9-ylmethoxycarbonyl(methyl)amino]acetic acid